N-(4-cyano-2-fluorophenyl)-4-tosyl-4H-furo[3,2-b]pyrrole-6-sulfonamide C(#N)C1=CC(=C(C=C1)NS(=O)(=O)C=1C2=C(N(C1)S(=O)(=O)C1=CC=C(C)C=C1)C=CO2)F